1-eicosanoyl-2-myristoleoyl-sn-glycero-3-phosphocholine C(CCCCCCCCCCCCCCCCCCC)(=O)OC[C@@H](OC(CCCCCCC\C=C/CCCC)=O)COP(=O)([O-])OCC[N+](C)(C)C